BrC=1C=CC=2N(C(C(=C(N2)C2=CC=CC=C2)C(F)(F)F)=O)C1 7-bromo-2-phenyl-3-(trifluoromethyl)-4H-pyrido[1,2-a]pyrimidine-4-one